FC1=CC=C(C=C1)C=1C=2N(C=CN1)C=CN2 8-(4-fluorophenyl)imidazo[1,2-a]pyrazine